The molecule is an unsaturated fatty acyl-CoA that results from the formal condensation of the thiol group of coenzyme A with the carboxy group of trans-oct-2-enoic acid. It has a role as a human metabolite, an Escherichia coli metabolite and a mouse metabolite. It is a medium-chain fatty acyl-CoA, a trans-2-enoyl-CoA and a monounsaturated fatty acyl-CoA. It derives from a coenzyme A. It is a conjugate acid of a trans-oct-2-enoyl-CoA(4-). CCCCC/C=C/C(=O)SCCNC(=O)CCNC(=O)[C@@H](C(C)(C)COP(=O)(O)OP(=O)(O)OC[C@@H]1[C@H]([C@H]([C@@H](O1)N2C=NC3=C(N=CN=C32)N)O)OP(=O)(O)O)O